N=1C=NN2C1C=CC(=C2)C2=CC(=NN2C2=NC(=CC=C2)C)CC(=O)NC=2C=NN(C2)S(=O)(=O)C 5-([1,2,4]triazolo[1,5-a]pyridin-6-yl)-1-(6-methylpyridin-2-yl)-N-(1-(methylsulfonyl)-1H-pyrazol-4-yl)-1H-pyrazole-3-carboxyamide